BrCC1=C(C=CC(=C1)CBr)C 2,4-bis(bromomethyl)-1-methylbenzene